FC(CN1N=C(C(=C1)C1=NC=NC2=CC(=C(C=C12)OCCCN1CCOCC1)OC)C1=CC=CC=C1)F 4-(3-((4-(1-(2,2-difluoroethyl)-3-phenyl-1H-pyrazol-4-yl)-7-methoxyquinazolin-6-yl)oxy)propyl)morpholine